(7R)-2-{2-[1-(cyclopropylmethyl)-6-[3-(pyridin-4-yl)pyrrolidin-1-yl]-1H-pyrrolo[2,3-b]pyridin-2-yl]-7-methoxy-1-methyl-1H-1,3-benzodiazole-5-carbonyl}-2-azabicyclo[2.2.1]heptan-7-amine C1(CC1)CN1C(=CC=2C1=NC(=CC2)N2CC(CC2)C2=CC=NC=C2)C2=NC1=C(N2C)C(=CC(=C1)C(=O)N1C2CCC(C1)[C@H]2N)OC